CONC(=O)C=1SC(=CC1C(=O)O)C 2-(methoxycarbamoyl)-5-methylthiophene-3-carboxylic acid